2-(3-methoxy-4-(t-butylcarbonyloxy)-phenyl)-7-methoxy-3,5-di-(t-butylcarbonyloxy)-quinolin-4-one COC=1C=C(C=CC1OC(=O)C(C)(C)C)C1=NC2=CC(=CC(=C2C(C1OC(=O)C(C)(C)C)=O)OC(=O)C(C)(C)C)OC